(3R,4R)-3-(2-hydroxy-3,4-dimethoxy-phenyl)-chroman-4,7-diol OC1=C(C=CC(=C1OC)OC)[C@@H]1COC2=CC(=CC=C2[C@@H]1O)O